FC=1C=NN(C1)C1=CC=C(C=N1)C(C)N 1-(6-(4-Fluoro-1H-pyrazol-1-yl)pyridin-3-yl)ethan-1-amine